CN1N=CC(=C1CN1CCOCC1)C=1C=C2C=C(N=CC2=CC1)NC(=O)C1=CC(=NC=C1)N1CCOCC1 N-[6-[1-methyl-5-(morpholinomethyl)pyrazol-4-yl]-3-isoquinolyl]-2-morpholinopyridine-4-carboxamide